2-(((1r,4r)-4-((3-(2-fluorophenyl)-3-phenylureido)methyl)cyclohexyl)methoxy)acetic acid FC1=C(C=CC=C1)N(C(NCC1CCC(CC1)COCC(=O)O)=O)C1=CC=CC=C1